(2S,4R)-1-[(2S)-2-amino-3,3-dimethyl-butanoyl]-4-hydroxy-N-[(1S)-1-[4-(4-methylthiazol-5-yl)phenyl]ethyl]pyrrolidine-2-carboxamide hydrochloride Cl.N[C@H](C(=O)N1[C@@H](C[C@H](C1)O)C(=O)N[C@@H](C)C1=CC=C(C=C1)C1=C(N=CS1)C)C(C)(C)C